NCCCC=O gamma-aminobutyraldehyde